CN(C(CCNC1=C(C=C(C=C1)S(=O)(=O)NC1=C(N=CS1)C(=O)O)F)=N)C 5-[[4-[[3-(dimethylamino)-3-imino-propanyl]amino]-3-fluoro-phenyl]sulfonylamino]thiazole-4-carboxylic acid